1-tert-butoxycarbonyl-piperidine-4-carboxylic acid C(C)(C)(C)OC(=O)N1CCC(CC1)C(=O)O